6-(4-Bromo-2-chloro-phenylamino)-7-fluoro-3-methyl-3H-benzoimidazole-5-carboxylic acid (2-hydroxy-ethoxy)-amide hydrogen sulphate salt S(=O)(=O)(O)O.OCCONC(=O)C1=CC2=C(N=CN2C)C(=C1NC1=C(C=C(C=C1)Br)Cl)F